ClC1=CC=C(C(=N1)N)[N+](=O)[O-] 6-Chloro-3-nitropyridin-2-ylamine